C(C)N1N=NC(=C1)CO[C@@H](C(C(=O)O)(C)C)C1=CC(=C(C=C1)C)CN1S(C2=C(C[C@@H](C1)CC)C=CC=C2)(=O)=O (3R)-((1-ethyl-1H-1,2,3-triazol-4-yl)methoxy)-2,2-dimethyl-3-(4-methyl-3-(((S)-4-ethyl-1,1-dioxido-4,5-dihydrobenzo[f][1,2]thiazepin-2(3H)-yl)methyl)phenyl)propanoic acid